1-[4-((1R,2r)-2-tert-butylcyclopropyl)-3-chloro-phenyl]ethanone C(C)(C)(C)[C@H]1[C@@H](C1)C1=C(C=C(C=C1)C(C)=O)Cl